ClC1=C(SC2=C1C=CC(=C2)F)C(=O)O 3-chloro-6-fluoro-1-benzothiophene-2-carboxylic acid